2-(1-(6-bromopyridin-2-yl)cyclopropyl)-3,5,6,7,8,9-hexahydro-4H-pyrimido[5,4-c]azepin-4-one BrC1=CC=CC(=N1)C1(CC1)C=1NC(C=2CNCCCC2N1)=O